ClC1=CC(=C(C=C1)C1(OC2=C(O1)C=CC=C2C2=CC=C(CC1=NC3=C(N1CC1=CN=CO1)C=C(C=C3)C(=O)O)C=C2)C)F 2-(4-(2-(4-chloro-2-fluorophenyl)-2-methylbenzo[d][1,3]dioxol-4-yl)benzyl)-1-(oxazole-5-ylmethyl)-1H-benzo[d]imidazole-6-carboxylic acid